6-(Azetidin-1-yl)-N-(2-ethoxy-4-fluoro-phenyl)sulfonyl-4-fluoro-benzofuran-2-carboxamide N1(CCC1)C1=CC2=C(C=C(O2)C(=O)NS(=O)(=O)C2=C(C=C(C=C2)F)OCC)C(=C1)F